BrC=1SC2=C(N1)C(=CC(=C2)O)F 2-bromo-4-fluorobenzo[d]thiazol-6-ol